C(C)(C)(C)OC(C(CC)N1C(C=C(C(=C1)OC)C1=C(C=CC(=C1)Cl)C=1SC(=NN1)C(F)(F)F)=O)=O 2-[4-{5-chloro-2-[5-(trifluoromethyl)-1,3,4-thiadiazol-2-yl]phenyl}-5-methoxy-2-oxopyridin-1(2H)-yl]butanoic acid tert-butyl ester